SC(C(=O)O)C.C(O)C(CC)(CO)CO trimethylolpropane mercaptopropionate